3-(3-ethylsulfonyl-6-pyrimidin-2-yl-2-pyridyl)-8-(2,2,3,3,3-penta-fluoropropoxy)imidazo[1,5-a]pyrazine C(C)S(=O)(=O)C=1C(=NC(=CC1)C1=NC=CC=N1)C1=NC=C2N1C=CN=C2OCC(C(F)(F)F)(F)F